C(=CCCCC)C(C(=O)O)=CCCC.C(C\C=C/CC)OC(C\C=C/CC)=O.N1C(=NC=C1)CCCNC(C(=C)C)=O N-(3-imidazolylpropyl)methacrylamide (Z)-hex-3-en-1-yl-(Z)-hex-3-enoate (Hexenyl-3-Cis-Hexenoate)